CN1N=NC(=C1)C(=O)O.N1N=NC(=C1)C(=O)OC methyl 1H-1,2,3-triazole-4-carboxylate (Methyl 1H-1,2,3-triazole-4-carboxylate)